C(CCCCCCC)C=1C(=C(C=CC1)O)C1=CC=CC=C1 octyl-(phenyl)phenol